3-(5-cyanopyrimidin-2-yl)-2-hydroxypropionic acid propan-2-yl ester CC(C)OC(C(CC1=NC=C(C=N1)C#N)O)=O